C(C)[N+](CC)(CC)CC1=CC=CC=C1 N,N,N-triethylbenzylammonium